2,3,4,5-tetraacetoxy-D-gluconoyl chloride C(C)(=O)O[C@@](C(=O)Cl)(O)[C@@](O)([C@](O)([C@](O)(CO)OC(C)=O)OC(C)=O)OC(C)=O